NC1=C(C=NN1CCOC1=CC=C(C=C1)Cl)C(=O)N1C[C@@]2(CCC1)C1=C(NC(O2)=O)C=CC(=C1F)Cl (R)-1'-(5-Amino-1-(2-(4-chlorophenoxy)ethyl)-1H-pyrazole-4-carbonyl)-6-chloro-5-fluorospiro[benzo[d][1,3]oxazine-4,3'-piperidin]-2(1H)-one